5-[(5-nitro-1,3-thiazol-2-yl)sulfanyl]-1,3,4-thiadiazol-2-amine [N+](=O)([O-])C1=CN=C(S1)SC1=NN=C(S1)N